The molecule is the 2-aminoethyl glycoside of an amino decasaccharide made of two alpha-L-Rhap-(1->2)-alpha-L-Rhap-(1->3)-[alpha-D-Glcp-(1->4)]-alpha-L-Rhap-(1->3)-beta-D-GlcpNAc repeating units of the Shigella flexneri serotype 2a specific polysaccharide linked (1->2). C[C@H]1[C@@H]([C@H]([C@H]([C@@H](O1)O[C@@H]2[C@@H]([C@H]([C@@H](O[C@H]2O[C@H]3[C@H]([C@@H](O[C@H]([C@@H]3O[C@@H]4[C@@H]([C@H]([C@@H]([C@H](O4)CO)O)O)O)C)O[C@@H]5[C@H]([C@@H](O[C@@H]([C@H]5O)CO)O[C@@H]6[C@@H]([C@H]([C@@H](O[C@H]6O[C@@H]7[C@@H]([C@H]([C@@H](O[C@H]7O[C@H]8[C@H]([C@@H](O[C@H]([C@@H]8O[C@@H]9[C@@H]([C@H]([C@@H]([C@H](O9)CO)O)O)O)C)O[C@@H]1[C@H]([C@@H](O[C@@H]([C@H]1O)CO)OCCN)NC(=O)C)O)C)O)O)C)O)O)NC(=O)C)O)C)O)O)O)O)O